C12=NC(=O)NC1(C(=O)NC(=O)N2)O The molecule is an oxopurine that is 5,7-dihydro-1H-purine-2,6,8(9H)-trione in which the hydrogen at position 5 is substituted by a hydroxy group. It has a role as a human metabolite and a mouse metabolite. It derives from a 5,7-dihydro-1H-purine-2,6,8(9H)-trione. It is a conjugate acid of a 5-hydroxyisouric acid anion.